2-(2,3-dihydroxyphenyl)-4(s)-ethylimidazole OC1=C(C=CC=C1O)C=1NC=C(N1)CC